1-(2-Fluoro-5-nitrophenyl)ethan-1-one FC1=C(C=C(C=C1)[N+](=O)[O-])C(C)=O